NC1=CNC=CC1 3-amino-1,4-dihydropyridine